FC(C=1N=C2N(N=C(C(=C2C)C)N2CC=3C=C(C=NC3CC2)C2=CC(=CC=C2)F)C(C1)=O)F 2-(difluoromethyl)-7-(3-(3-fluorophenyl)-7,8-dihydro-1,6-naphthyridin-6(5H)-yl)-8,9-dimethyl-4H-pyrimido[1,2-b]pyridazin-4-one